C1(CC1)COC=1C=CC(=NC1)N 5-(cyclopropylmethoxy)pyridin-2-amine